NC1=NC=2C(=CC=CC2C=2N1C=C(N2)C(=O)NCC2=NC(=CC=C2)C)F 5-amino-7-fluoro-N-((6-methylpyridin-2-yl)methyl)imidazo[1,2-c]quinazoline-2-carboxamide